5-[2(R)-[1(R)-[3,5-bis(trifluoromethyl)phenyl]ethoxy]-3(S)-(4-fluorophenyl)morpholin-4-ylmethyl]-3,4-dihydro-2H-1,2,4-triazol-3-one FC(C=1C=C(C=C(C1)C(F)(F)F)[C@@H](C)O[C@@H]1[C@@H](N(CCO1)CC=1NC(NN1)=O)C1=CC=C(C=C1)F)(F)F